C(C)(C)C1CCC(CC1)N1CCC2(CC1)C(N(CC1=CC(=CC=C12)NC(C)=O)CCNS(=O)(=O)C)=O N-(1'-((1s,4s)-4-isopropyl-cyclohexyl)-2-(2-(methyl-sulfonamido)ethyl)-3-oxo-2,3-dihydro-1H-spiro[isoquinoline-4,4'-piperidin]-7-yl)acetamide